4-Bromo-N-(2-(2-chloroacetyl)-5-oxa-2-azaspiro[3.4]octan-7-yl)-3-fluorobenzenesulfonamide BrC1=C(C=C(C=C1)S(=O)(=O)NC1COC2(CN(C2)C(CCl)=O)C1)F